N1(CCSCC1)C1=CC2=C(S1)C1=C(C(C3=C2C(=C(C=C3)F)F)=O)C=CC=C1 2-(thiomorpholinyl)-4,5-difluoro-8H-dibenzo[3,4:6,7]cyclohepta[1,2-b]thiophen-8-one